C(C1=CC=CC=C1)NC1=CC(N(N=C1Cl)C)=O 5-(benzylamino)-6-chloro-2-methyl-pyridazin-3-one